C(=O)O.FCCCN1C[C@@H](CCC1)NC(CN1N=C(N2C(C1=O)=CC1=C2SC=C1)C(C)C)=O (R)-N-(1-(3-fluoropropyl)piperidin-3-yl)-2-(8-isopropyl-5-oxothieno[3',2':4,5]pyrrolo[1,2-d][1,2,4]triazin-6(5H)-yl)acetamide formate